BrC1=CC2=C(N(C(=N2)NC2=CC=C(C(=O)NO)C=C2)CCN(C)C)C=C1 4-(5-Bromo-1-(2-(dimethylamino)ethyl)-1H-benzo[d]imidazol-2-ylamino)-N-hydroxybenzoic acid amide